C(C=C)(=O)OC(C)(OC(C=C)=O)N=C=O 1,1-bis(acryloyloxy)ethyl isocyanate